BrC(C(=O)OC(C)C)C(=O)OC(C)C diisopropyl bromomalonate